(S)-2-(4-(1-(6-(4-fluoro-1H-pyrazol-1-yl)pyridin-3-yl)ethyl)-1,4,9-triazaspiro[5.5]undecan-9-yl)-6-methyl-N-(5-methyl-1H-pyrazol-3-yl)pyrimidin-4-amine FC=1C=NN(C1)C1=CC=C(C=N1)[C@H](C)N1CCNC2(C1)CCN(CC2)C2=NC(=CC(=N2)NC2=NNC(=C2)C)C